2-chloro-N-[3-(3-chloro-4-cyano-2-methyl-phenoxy)-2,2,4,4-tetramethyl-cyclobutyl]pyrimidine-5-carboxamide ClC1=NC=C(C=N1)C(=O)NC1C(C(C1(C)C)OC1=C(C(=C(C=C1)C#N)Cl)C)(C)C